C(C1=C(C(=CC=C1)CC1=C(C=CC=C1)N=C=O)N=C=O)C1=C(C(=CC=C1)CC1=C(C=CC=C1)N=C=O)N=C=O 2,2'-Methylenebis[6-(o-isocyanatobenzyl)phenyl] diisocyanate